(phenyl)iodonium hexafluorophosphate F[P-](F)(F)(F)(F)F.C1(=CC=CC=C1)[IH+]